BrC1=CC=C(C(=C1)NC[C@H](C)OC)N (S)-5-bromo-N1-(2-methoxypropyl)benzene-1,2-diamine